FC=1C=C(C=CC1OC1=CC=NC2=CC(=CN=C12)OC)NC(=O)C=1C=NC(=C(C1O)C1=CC=C(C=C1)F)C(F)(F)F N-[3-fluoro-4-[(7-methoxy-1,5-naphthyridin-4-yl)oxy]phenyl]-5-(4-fluorophenyl)-4-hydroxy-6-(trifluoromethyl)pyridine-3-carboxamide